O1CCN(CC1)CCOC1=CC=C(C=N1)C=1C=C(C=2N(C1)N=CC2C#N)SC2=NC=CC=C2 6-[6-(2-morpholinoethoxy)-3-pyridyl]-4-(2-pyridylsulfanyl)pyrazolo[1,5-a]pyridine-3-carbonitrile